F.F.OCCC(CCCCCCCCCCCCCCCCC)(N(CCO)CCCN)CCO Bis(hydroxyethyl)-aminopropyl-N-hydroxyethyl-octadecylamin-dihydrofluorid